COCC12C(C(CC2C1)CC=C(C=O)C)(C)C 4-[1-(methoxymethyl)-2,2-dimethyl-3-bicyclo[3.1.0]hex-yl]-2-methyl-but-2-enal